di-n-butoxysilane C(CCC)O[SiH2]OCCCC